O=C1CCC(CC1)CN1CCC(CC1)C=1C=CC(=NC1)NC(OC(C)(C)C)=O tert-butyl (5-(1-((4-oxocyclohexyl)methyl)piperidin-4-yl)pyridin-2-yl)carbamate